2,2'-dibenzamido diphenyl disulfide C1=CC=C(C=C1)C(=O)NC2=CC=CC=C2SSC3=CC=CC=C3NC(=O)C4=CC=CC=C4